C(CCCCCC=CCCC=CCCCC)CC(=O)[O-] hexadeca-7,11-dien-1-yl-acetate